4-[2-(4-bromophenylamino)-1-hydroxyethyl]-1,3-Dihydroimidazol-2-one BrC1=CC=C(C=C1)NCC(O)C=1NC(NC1)=O